C(#N)C1=CC(=NC(=C1)C)C(=O)NC1=CC=C2C=NN(C2=C1)C=1C=NN(C1)C 4-Cyano-6-methyl-N-(1-(1-methyl-1H-pyrazol-4-yl)-1H-indazol-6-yl)picolinamide